D-azidolysine N[C@H](CCCCN=[N+]=[N-])C(=O)O